Cl.FC1=C(C=C(C=C1)C12CCCC2C(C1)C(=O)N)C(F)(F)F (4-fluoro-3-(trifluoromethyl)phenyl)bicyclo[3.2.0]heptane-6-carboxamide, hydrochloride salt